N1N=CC2=CC(=CC=C12)[C@H]1N(C[C@@H](CC1)C)C(C(=O)NC=1C=C(C(=NC1)OC)C(=O)N)=O 5-[[2-[(2S,5R)-2-(1H-Indazol-5-yl)-5-methyl-1-piperidyl]-2-oxo-acetyl]amino]-2-methoxy-pyridine-3-carboxamide